C(C1=CC=CC=C1)N1CC=2C(CC1)=C(N(N2)C2=CC=C(C(=O)O)C=C2)O 4-(6-benzyl-3-hydroxy-4,5,6,7-tetrahydro-2H-pyrazolo[3,4-c]pyridin-2-yl)benzoic acid